ClC1=CC=C(C=C1)[C@H](CN(C)C)NS(=O)(=O)C1=CC(=C(C=C1)OC(F)(F)F)[N+](=O)[O-] (R)-N-(1-(4-chlorophenyl)-2-(dimethylamino)ethyl)-3-nitro-4-(trifluoromethoxy)benzenesulfonamide